O=C1NC(CCC1N1C(C2=CC=CC(=C2C1)C#CC1CCN(CC1)C(=O)C12CCC(CC1)(CC2)NC(OC(C)(C)C)=O)=O)=O tert-butyl N-[4-[4-[2-[2-(2,6-dioxo-3-piperidyl)-1-oxo-isoindolin-4-yl]ethynyl]piperidine-1-carbonyl]-1-bicyclo[2.2.2]octanyl]carbamate